((4-((3aR,6aS)-5-(azetidin-3-yl)hexahydropyrrolo[3,4-c]pyrrol-2(1H)-yl)phenyl)amino)-1-(7-hydroxy-6,7-dihydro-5H-cyclopenta[b]pyridin-2-yl)-1,2-dihydro-3H-pyrazolo[3,4-d]pyrimidin-3-one N1CC(C1)N1C[C@@H]2[C@H](C1)CN(C2)C2=CC=C(C=C2)NN2N(C1=NC=NC=C1C2=O)C2=CC=C1C(=N2)C(CC1)O